2-(4-(8-Amino-3-isopropyl-5-(4-(methylamino)cyclohex-1-en-1-yl)imidazo[1,5-a]pyrazin-1-yl)-3-fluorophenyl)-N-phenylacetamid NC=1C=2N(C(=CN1)C1=CCC(CC1)NC)C(=NC2C2=C(C=C(C=C2)CC(=O)NC2=CC=CC=C2)F)C(C)C